D-2-(phthalimidooxy)ethyl mannopyranoside O(C1[C@@H](O)[C@@H](O)[C@H](O)[C@H](O1)CO)CCON1C(C=2C(C1=O)=CC=CC2)=O